(S*)-N7,3-Dimethyl-N5-((1S,2S)-2-methylcyclopropyl)-3-phenyl-2,3-dihydrobenzofuran-5,7-dicarboxamide CNC(=O)C1=CC(=CC=2[C@@](COC21)(C2=CC=CC=C2)C)C(=O)N[C@@H]2[C@H](C2)C |o1:9|